(S)-1-(3,4-dichlorophenyl)-6-(5-(3,5-dimethylisoxazol-4-yl)-1-((1r,3S)-3-hydroxycyclobutyl)-1H-benzo[d]imidazol-2-yl)piperidin-2-one ClC=1C=C(C=CC1Cl)N1C(CCC[C@H]1C1=NC2=C(N1C1CC(C1)O)C=CC(=C2)C=2C(=NOC2C)C)=O